FC=1C=[N+](C=C(C1)F)[O-] 3,5-difluoropyridine 1-oxide